6-fluoro-3-(2-ethoxyphenyl)-3,4-dihydroquinazolin-2(1H)-one FC=1C=C2CN(C(NC2=CC1)=O)C1=C(C=CC=C1)OCC